N1=C(C=CC=C1\C(\C)=N\C1=C(C(=C(C(=C1C)C)C)C)Cl)\C(\C)=N\C1=C(C(=C(C(=C1C)C)C)C)Cl (1E,1'E)-1,1'-(pyridine-2,6-diyl)bis(N-(2-chloro-3,4,5,6-tetramethylphenyl)ethan-1-imine)